N-benzyl-para-tolylmethylamine C(C1=CC=CC=C1)NCC1=CC=C(C=C1)C